Cl.Cl.COC1=NC(=NN1C)C=1C=C2CCC3(CNCC3)NC2=NC1C 6-(5-methoxy-1-methyl-1H-1,2,4-triazol-3-yl)-7-methyl-3,4-dihydro-1H-spiro[1,8-naphthyridine-2,3'-pyrrolidine], dihydrochloride salt